C(C)(=O)O[C@@H]([C@H]([C@H]1[C@@H]([C@H](CC(C(O)=O)(O)O1)O)NC(CO)=O)O)CO 8-O-Acetyl-5-N-glycolyl-neuraminic acid